(R)-3-(4-methoxyphenyl)-8-methyl-2-(1-methylpyrrolidin-2-yl)-6-nitroquinazolin-4(3H)-one COC1=CC=C(C=C1)N1C(=NC2=C(C=C(C=C2C1=O)[N+](=O)[O-])C)[C@@H]1N(CCC1)C